C1(CC1)C1=NC=CC=2NC(N(CC21)CC(=O)N[C@@H](C)C2=C(C=C(C=C2)F)F)=O 2-[5-Cyclopropyl-2-oxo-1H,4H-pyrido[4,3-d]pyrimidin-3-yl]-N-[(1S)-1-(2,4-difluorophenyl)-ethyl]acetamide